N-(4-methoxyphenyl)-2-(piperidin-1-yl)thieno[3,2-d]thiazole-5-carboxamide COC1=CC=C(C=C1)NC(=O)C1=CC=2N=C(SC2S1)N1CCCCC1